decamethylenebistrimellitic amide C(C=1C(C(=O)O)=C(C(C(=O)O)=CC1)CCCCCCCCCCC1=C(C(C(=O)N)=CC=C1C(=O)O)C(=O)O)(=O)N